Br.CN(C)CCBr N,N-dimethylaminoethyl bromide hydrobromide